[Si](C)(C)(C(C)(C)C)OCC(C(=N)NO)(C)C 3-((tert-butyldimethylsilyl)oxy)-N-hydroxy-2,2-dimethylpropanamidine